o-menthyl-succinamide C1(C(CC(CC1)C(C)C)C(C(=O)N)CC(=O)N)C